CCCCCCCCCCCCCCCCCCCCCC(=O)OC[C@H](COP(=O)([O-])OCC[N+](C)(C)C)OC(=O)CCCCCCC/C=C\C/C=C\CCCC 1-docosanoyl-2-(9Z,12Z-heptadecadienoyl)-glycero-3-phosphocholine